C(C)(C)(C)OC(=O)N1CCCC(=C1)N(CC(C)C)CC(C)C 5-(diisobutylamino)-3,4-dihydropyridine-1(2H)-carboxylic acid tert-butyl ester